C(C)(C)S(=NC(C1=CC=C(C=C1)C1=NOC(=N1)C(F)(F)F)=O)(C1=CC=CC=C1)=O N-(isopropyl(oxo)(phenyl)-λ6-sulfaneylidene)-4-(5-(trifluoromethyl)-1,2,4-oxadiazol-3-yl)benzamide